C1(=CC=CC=C1)C1(C=CC2=C(O1)C=1C=CC=CC1C1=C2C(C2=CC=CC=C21)(C)C)C2=CC=C(C=C2)N2CCC(CC2)CCCC2CCNCC2 3-phenyl-3-(4-(4-(3-piperidin-4-yl-propyl)piperidino)phenyl)-13,13-dimethyl-indeno[2',3':3,4]-naphtho[1,2-b]pyran